hexafluoro-isopropanol FC(C(C(F)(F)F)O)(F)F